NC1=C(C=C2C(=N1)C(C=1C(=CC=CC1O2)Cl)=O)C=2C=NN(C2)C[C@@H]2CC[C@H](CC2)CN2CCN(CC2)C=2C=C1CN(C(C1=CC2)=O)C2C(NC(CC2)=O)=O 3-(5-(4-((trans-4-((4-(2-amino-9-chloro-10-oxo-10H-chromeno[3,2-b]pyridin-3-yl)-1H-pyrazol-1-yl)methyl)cyclohexyl)methyl)piperazin-1-yl)-1-oxoisoindolin-2-yl)piperidine-2,6-dione